6-chloro-N,N-dimethylbenzoxazole-2-amine ClC1=CC2=C(N=C(O2)N(C)C)C=C1